5-fluoro-2,3-dihydroxy-6-(4-iodo-2-methyl-pyrazol-3-yl)benzonitrile FC=1C=C(C(=C(C#N)C1C=1N(N=CC1I)C)O)O